C1(=CC=CC=C1)C=1C(=CC2=CC=CC=C2C1)N 3-Phenylnaphthalen-2-amine